2-oxoprop-1-yl (5-chloro-8-quinolinoxy)acetate ClC1=C2C=CC=NC2=C(C=C1)OCC(=O)OCC(C)=O